N1C=CC=2C1=NC=CC2C=2C=C(C=NC2)C2=CC=C(C(=O)N(C)C)C=C2 4-(5-(1H-pyrrolo[2,3-b]pyridin-4-yl)pyridin-3-yl)-N,N-dimethylbenzamide